aza-methylenedipyrrole N(C=1NC=CC1)C=1NC=CC1